C(C1=CC=CC=C1)OC1C(=CC(CC1(C(C)(C)C)Br)(C(C)(C)C)C(C)(C)C)C1=CC=CC=C1 2-benzyloxy-3-bromo-5,3,5-tri-tert-butyl-biphenyl